CC1=C2C(=[N+](C(=C1)NC1=NC=NC(=C1)NC1CC(C1)(C)O)[O-])C1(NC2=O)CCCCC1 4'-methyl-5'-oxo-2'-[(6-{[trans-3-hydroxy-3-methylcyclobutyl]amino}pyrimidin-4-yl)amino]-6'H-spiro[cyclohexane-1,7'-pyrrolo[3,4-b]pyridin]-1'-ium-1'-olate